C(C)C(COC(C1=CC=C(C=C1)N(C)C)=O)CCCC 2-Ethylhexyl-p-(dimethylamino)benzoat